4-(trifluoromethoxy)-1H-indole-2-carboxylic acid FC(OC1=C2C=C(NC2=CC=C1)C(=O)O)(F)F